C1(CC1)S(=O)(=O)NC1=CN=CC(=N1)C(C(=O)NC1=NC=C(C=C1)C1=NC(=CN=C1)OCC)(CCOC)C 2-(6-(cyclopropanesulfonamido)pyrazin-2-yl)-N-(5-(6-ethoxypyrazin-2-yl)pyridin-2-yl)-4-methoxy-2-methylbutanamide